C1OCC12CN(C2)S(=O)(=O)N[C@@H]2CC[C@H](OC2)CN2CCC1(CN(C1)C1=NC=NC=C1OC1=C(C(=O)N(C(C)C)C(C)C)C=C(C=C1)F)CC2 (4-(7-(((2S,5R)-5-(2-Oxa-6-azaspiro[3.3]heptane-6-sulfonamido)tetrahydro-2H-pyran-2-yl)methyl)-2,7-diazaspiro[3.5]nonan-2-yl)pyrimidin-5-yloxy)-5-fluoro-N,N-diisopropylbenzamide